Lauryl syringate C(C1=CC(OC)=C(O)C(OC)=C1)(=O)OCCCCCCCCCCCC